[C@@H]12C3=CC=CC=C3[C@@H](C(C1)C(=O)O)O2 (1S,8R)-11-oxa-tricyclo[6.2.1.02,7]undec-2,4,6-triene-9-carboxylic acid